Cl.FC1=CC=C(C=C1)NC(=O)C1(CC1)C(=O)NC1=CC=C(C=C1)OC1=CC=NC2=CC(=CC=C12)C1=CN(C(C=C1)=O)C 1-N'-(4-fluorophenyl)-1-N-[4-[7-(1-methyl-6-oxopyridin-3-yl)quinolin-4-yl]Oxyphenyl]Cyclopropane-1,1-dicarboxamide hydrochloride